BrC1=CC(=NC=C1)OCCCN1[C@@H](CN(C[C@@H]1C)C(=O)OC(C)(C)C)C tert-butyl (3r,5s)-4-(3-((4-bromopyridin-2-yl) oxy) propyl)-3,5-dimethylpiperazine-1-carboxylate